N-(2-(n-hexoxy)ethyl)-3-morpholinopropan-1-amine C(CCCCC)OCCNCCCN1CCOCC1